Cl.COC=1C=C2C(=NC=NC2=CC1OC)SCCCCNS(=O)=O N-(4-((6,7-dimethoxyquinazolin-4-yl)thio)butyl)sulfonamide hydrochloride